BrC\C=C/CBr (Z)-1,4-dibromobut-2-ene